C(C1=CC=CC=C1)OC1CNCC(C1OCC1=CC=CC=C1)OCC1=CC=CC=C1 3,4,5-tris(benzyloxy)piperidine